CC1=C(C(=O)NCC2=NC=C3C=CC(=NC3=C2)N2CCN(CC2)C=2N=NC=CC2)C=CC=C1S(=O)(=O)C methyl-3-(methylsulfonyl)-N-((2-(4-(pyridazin-3-yl)piperazin-1-yl)-1,6-naphthyridin-7-yl)methyl)benzamide